ClC1=NC(=CC(=C1)C(C(=O)OCC)C(=O)OCC)Cl diethyl 2-(2,6-dichloropyridin-4-yl)malonate